4,4'-di(beta-hydroxyethoxy)biphenyl OCCOC1=CC=C(C=C1)C1=CC=C(C=C1)OCCO